C(C)(C)(C)OC(=O)N1C(CC(C1)C)C(=O)O 1-(tert-butoxycarbonyl)-4-methylpyrrolidine-2-carboxylic acid